CN1N=C2N=CC(=CC2=C1)C1=CC=C2C(=N1)SC(=C2)[C@@H](O)[C@H]2COCC2 (S)-(6-(2-methyl-2H-pyrazolo[3,4-b]pyridin-5-yl)thieno[2,3-b]pyridin-2-yl)((3R)-tetrahydro-3-furanyl)methanol